NC(CN1CCN(CC1)CC(C)(N)C)(C)C 1,4-bis(2-amino-2-methylpropyl)piperazine